bis-fluorophenyl-difluoro-boron FC=1C(=C(C=CC1)B(F)F)F